C(C1=CC=CC=C1)N1SC(N(C1=O)CCCC)=O 2-benzyl-4-n-butyl-1,2,4-thiadiazole-3,5-dione